5-chloro-N-(2,4-difluoro-3-(((1-methyl-1H-pyrazolo[4,3-b]pyridin-6-yl)oxy)methyl)phenyl)-2-methoxypyridine-3-sulfonamide ClC=1C=C(C(=NC1)OC)S(=O)(=O)NC1=C(C(=C(C=C1)F)COC=1C=C2C(=NC1)C=NN2C)F